C1(=CC=CC=2OC3=C(C21)C=CC=C3)C3=C(C=CC=C3)N(C3=C(C(=CC=2C1=CC=CC=C1CC32)C3=CC=CC=C3)C3=CC=CC=C3)C3=C(C=CC=C3)C3=CC=CC=2SC1=C(C23)C=CC=C1 (dibenzofuranylphenyl)(dibenzothiophenylphenyl)(diphenylfluorenyl)amine